N1(CCCCC1)CCC=1N=NN(C1)C1=CC=C(C=C1)C1=NC(=CC(=C1)C1=CC=C(C=C1)SC)C1=CC=C(C=C1)N1N=NC(=C1)CCN1CCCCC1 2,6-bis{4-[4-(2-piperidin-1-ylethyl)-1H-1,2,3-triazol-1-yl]phenyl}-4-[4-(methylthio)phenyl]pyridine